BrC=1C(=C(C(=CC1)[N+](=O)[O-])N1CCC(CC1)(F)F)F 1-(3-bromo-2-fluoro-6-nitrophenyl)-4,4-difluoropiperidine